C(C=C)N1C(C2=CC=C(C=C2C1(C)C)NC1=NC=C(C(=N1)N[C@H](CO)C1=CC=CC=C1)C1=NC(=NO1)C1=CC=NC=C1)=O (S)-2-allyl-5-((4-((2-hydroxy-1-phenylethyl)amino)-5-(3-(pyridin-4-yl)-1,2,4-oxadiazol-5-yl)pyrimidin-2-yl)amino)-3,3-dimethylisoindolin-1-one